(1R,3S,4R)-2-(2-(3-chlorophenyl)-2,2-difluoroacetyl)-5,5-difluoro-N-((R)-4-fluoro-3-oxo-1-((R)-2-oxopyrrolidin-3-yl)butan-2-yl)-2-azabicyclo[2.2.2]octane-3-carboxamide ClC=1C=C(C=CC1)C(C(=O)N1[C@H]2CC([C@@H]([C@H]1C(=O)N[C@H](C[C@@H]1C(NCC1)=O)C(CF)=O)CC2)(F)F)(F)F